2,14-bis(trifluoromethyl)-1,4,8,11-tetraoxadispiro[4.1.47.35]tetradecan-13-one FC(C1OC2(OC1)CC1(OCCO1)CC(C2C(F)(F)F)=O)(F)F